F[C@H]1[C@H](C1)C(=O)NC1=NC=C2C=C(C(N(C2=C1)C)=O)C=1C=NC(=CC1C)/C(/CCC)=N/O (1R,2R)-2-fluoro-N-(3-(6-((E)-1-(hydroxyimino)butyl)-4-methylpyridin-3-yl)-1-methyl-2-oxo-1,2-dihydro-1,6-naphthyridin-7-yl)cyclopropane-1-carboxamide